CC(C(=O)NC1=CC(=C(C=C1)C)C1=NC=CC=C1)(C)C 2,2-dimethyl-N-(4-methyl-3-pyridin-2-ylphenyl)propanamide